FC(CN1N=CC=2C1=NC(=CN2)N2CC1(CN(C1)C1=NC=C(C(=C1)C(F)(F)F)F)CC2)F 6-[1-(2,2-difluoroethyl)-1H-pyrazolo[3,4-b]pyrazin-6-yl]-2-[5-fluoro-4-(trifluoromethyl)pyridin-2-yl]-2,6-diazaspiro[3.4]octane